C(C)(C)(C)OC(=O)N1CCC(CC1)C1=NC2=CC=C(C=C2C=C1)C=1N=C(C=2N(C1)C=C(N2)C)C.ClC2=CC=C(CC(C(=O)NC1CCN(CC1)CCC1=CC=CC=C1)C)C=C2 (4-chlorobenzyl)-N-(1-phenethylpiperidin-4-yl)propanamide tert-Butyl-4-[6-(2,8-dimethylimidazo[1,2-a]pyrazin-6-yl)-2-quinolyl]piperidine-1-carboxylate